BrC=1C=CC(=NC1C)NS(=O)(=O)C1=C(C=CC=C1)Cl N-(5-bromo-6-methylpyridin-2-yl)-2-chlorobenzenesulfonamide